OCC(=O)C1C(=O)OCC1 hydroxyacetyl-γ-butyrolactone